NC1CCN(CC1)C1=C(N=NC2=CC(=C(C=C12)C=1C(=C(C#N)C=CC1)O)Cl)C1=CC(=CC(=C1)Cl)Cl 3-[4-(4-aminopiperidin-1-yl)-7-chloro-3-(3,5-dichlorophenyl)cinnolin-6-yl]-2-hydroxybenzonitrile